FC1=CC=C(C=C1)S(=O)(=O)N1CCC=2C1=CN=CC2C2=CC=C(C#N)C=C2 4-{1-[(4-fluorophenyl)sulfonyl]-2,3-dihydro-1H-pyrrolo[2,3-c]pyridin-4-yl}benzonitrile